8-(2,4-dichlorophenyl)-9-(4-((1-(3-fluoropropyl)pyrrolidin-3-yl)methyl)phenyl)-6,7-dihydro-5H-benzo[7]annulene-3-ol hydrochloride Cl.ClC1=C(C=CC(=C1)Cl)C=1CCCC2=C(C1C1=CC=C(C=C1)CC1CN(CC1)CCCF)C=CC(=C2)O